FC(C1=CC=C(CN2C=CC3=CC(=CC=C23)NS(=O)(=O)C2CCCCC2)C=C1)(F)F N-(1-(4-(trifluoromethyl)benzyl)-1H-indol-5-yl)cyclohexanesulfonamide